C(C)C=1C(NC=2C=C(C=NC2C1)CN1C2CN(CC1C2)C=2C=CC(=NC2C)C(=O)NC)=O 5-(6-((7-ethyl-6-oxo-5,6-dihydro-1,5-naphthyridin-3-yl)methyl)-3,6-diazabicyclo[3.1.1]heptan-3-yl)-N,6-dimethylpicolinamide